7-nitro-5-(trifluoromethyl)benzo[d]thiazole-2-carbohydrazide [N+](=O)([O-])C1=CC(=CC=2N=C(SC21)C(=O)NN)C(F)(F)F